OC=1C(C2=CC(=CC=C2C(C1)=O)C)=O 2-hydroxy-7-methylnaphthalene-1,4-dione